(3-((2-(1,4-dimethyl-1H-pyrazol-5-yl)-5-fluoropyridin-4-yl)oxy)azetidin-1-yl)(5-(4-methylthiazol-2-yl)-4,5-dihydro-1H-pyrazol-1-yl)methanone CN1N=CC(=C1C1=NC=C(C(=C1)OC1CN(C1)C(=O)N1N=CCC1C=1SC=C(N1)C)F)C